CCN(CC1=CC(=CC=C1)S(=O)(=O)O)C2=CC=C(C=C2)C(=C3C=CC(=[N+](CC)CC4=CC(=CC=C4)S(=O)(=O)O)C=C3)C5=CC=CC=C5 The molecule is an iminium ion that is the free acid form of Guinee green B. It is a conjugate acid of a Guinee green B(1-).